(1R,2R,3aS,10aR)-1-[(1E,3ξ,4ξ)-4-(2,6-difluorophenyl)-3-hydroxy-1-penten-1-yl]-5-fluoro-2-hydroxy-2,3,3a,9,10,10a-hexahydro-1H-benzo[b]cyclopenta[f]oxepin-6-carboxylic acid FC1=C(C(=CC=C1)F)C(C(/C=C/[C@H]1[C@@H](C[C@H]2[C@@H]1CCC1=C(O2)C(=C(C=C1)C(=O)O)F)O)O)C